Cl.NCCCCCC(=O)N1CC[C@@H](C2=CC=CC=C12)C(=O)N[C@@H]1C(NC(CC1)=O)=O (4S)-1-(6-Aminohexanoyl)-N-[(3S)-2,6-dioxo-3-piperidyl]-3,4-dihydro-2H-quinol-4-carboxamide hydrochloride